6-(6-((2R,6R)-2,6-dimethylmorpholino)-1H-benzo[d]imidazol-2-yl)-2-methyl-7-(((S*)-1-(pyrimidin-2-yl)ethyl)amino)-2H-pyrazolo[4,3-b]pyridin-5(4H)-one C[C@H]1O[C@@H](CN(C1)C=1C=CC2=C(NC(=N2)C2=C(C=3C(NC2=O)=CN(N3)C)N[C@@H](C)C3=NC=CC=N3)C1)C |o1:27|